(S)-2-(3-(2-(dimethylamino)ethyl)-5-methyl-6-oxopyridazin-1(6H)-yl)-4-methylpentane CN(CCC1=NN(C(C(=C1)C)=O)[C@@H](C)CC(C)C)C